2-[1-[2-(1,3-Benzodioxol-4-yl)-3,6-dimethyl-4-oxo-chromen-8-yl]ethylamino]benzoic acid O1COC2=C1C=CC=C2C=2OC1=C(C=C(C=C1C(C2C)=O)C)C(C)NC2=C(C(=O)O)C=CC=C2